BrC1=CC=CC(=C1N)OC1=CC(=CC(=C1)F)F 6-bromo-2-(3,5-difluorophenoxy)aniline